N-(4-(7-(cyclopropylamino)-4-((5-methyl-1H-pyrazol-3-yl)amino)quinazolin-2-yl)phenyl)acrylamide C1(CC1)NC1=CC=C2C(=NC(=NC2=C1)C1=CC=C(C=C1)NC(C=C)=O)NC1=NNC(=C1)C